(4,5-dichloro-6-oxo-pyridazin-1-yl)-3-fluoro-piperidine-1-carboxylate ClC=1C=NN(C(C1Cl)=O)C1N(CCCC1F)C(=O)[O-]